N1-(2-(dimethylamino)ethyl)-N1-methyl-N4-(4-(1-methyl-1H-indol-3-yl)-7H-pyrrolo[2,3-d]pyrimidin-2-yl)benzene-1,2,4-triamine CN(CCN(C=1C(=CC(=CC1)NC=1N=C(C2=C(N1)NC=C2)C2=CN(C1=CC=CC=C21)C)N)C)C